5-(3-(2-(6-methoxypyridin-3-yl)ethynyl)phenoxy)-1H-1,2,3-triazole-4-carboxylic acid COC1=CC=C(C=N1)C#CC=1C=C(OC2=C(N=NN2)C(=O)O)C=CC1